hexacarboxytriphenylporphyrin C(=O)(O)C1=C(C2=C(C=3C(=C(C(=C(C4=C(C(=C(N4C4=CC=CC=C4)C=C4C=CC(C=C1N2)=N4)C4=CC=CC=C4)C4=CC=CC=C4)C(=O)O)N3)C(=O)O)C(=O)O)C(=O)O)C(=O)O